C(CC)C(C)(C)CCC dipropyl-propane